C(CC)OCCCCOCC1CO1 propoxy-4-glycidoxybutane